C(C)(=O)N1CC2=CC3=NC(=C(C=C3N2C(CC1)=O)C)N 11-acetyl-5-amino-4-methyl-1,6,11-triazatricyclo[7.5.0.02,7]tetradeca-2,4,6,8-tetraen-14-one